copper (ii) trifluoromethanesulfonate FC(S(=O)(=O)[O-])(F)F.[Cu+2].FC(S(=O)(=O)[O-])(F)F